C(C)(C)(C)OC(=O)N1CC2=NN(C=C2C1)CC1=CC(=CC=C1)Cl 2-(3-Chlorobenzyl)-2,6-dihydropyrrolo[3,4-c]pyrazole-5(4H)-carboxylic acid tert-butyl ester